C1(=CC=CC=C1)C1=C(C2=CC3=CC=CC=C3C=C2C=C1)C1=CC=CC=2C=CC=3C=C4C=CC=CC4=CC3C21 phenyl(benzanthracenyl)anthracene